ClC=1C=C(C=CC1F)/C(=N/[S@](=O)C(C)(C)C)/C1=NNC(=C1)C(F)(F)F (R,Z)-N-((3-chloro-4-fluorophenyl)(5-(trifluoromethyl)-1H-pyrazol-3-yl)methylene)-2-methylpropane-2-sulfinamide